COC=1C=C2C(=CC=NC2=CC1OC)OC1=CC=C(C=C1)N1N=C(C(=CC1=O)C)C(=O)OCC ethyl 1-[4-(6,7-dimethoxyquinolin-4-yloxy) phenyl]-4-methyl-6-oxo-1,6-dihydropyridazine-3-carboxylate